tert-butyl (R)-(2-amino-1-cyclohexyl-2-oxoethyl)carbamate NC([C@@H](C1CCCCC1)NC(OC(C)(C)C)=O)=O